Cl.N1=CC=CC=2CCNCC12 5,6,7,8-tetrahydro-1,7-naphthyridine hydrochloride